(2R)-4-oxo-4-[3-trifluoromethyl-5,6-dihydro[1,2,4]triazolo[4,3-a]pyrazin-7(8H)-yl]-1-(2,4,5-trifluorophenyl)-butan-2-amine O=C(C[C@@H](CC1=C(C=C(C(=C1)F)F)F)N)N1CC=2N(CC1)C(=NN2)C(F)(F)F